CCCCCCCCCCCC(=O)OC[C@H](COP(=O)(O)OC[C@H](CO)O)OC(=O)CC/C=C\C/C=C\C/C=C\C/C=C\C/C=C\C/C=C\CC 1-dodecanoyl-2-(4Z,7Z,10Z,13Z,16Z,19Z-docosahexaenoyl)-glycero-3-phospho-(1'-sn-glycerol)